tert-butyl N-[3-[[3-[[2-(3-carbamimidoylphenyl)-1-(6-methoxy-1,3-benzothiazol-2-yl)ethyl]sulfamoyl]benzoyl]amino]propyl]carbamate C(N)(=N)C=1C=C(C=CC1)CC(C=1SC2=C(N1)C=CC(=C2)OC)NS(=O)(=O)C=2C=C(C(=O)NCCCNC(OC(C)(C)C)=O)C=CC2